3-((3-(benzyloxy)pyridin-4-yl)methoxy)-5-(2,5-dimethyl-1,2,3,4-tetrahydroisoquinolin-7-yl)pyrazin-2-amine C(C1=CC=CC=C1)OC=1C=NC=CC1COC=1C(=NC=C(N1)C1=CC(=C2CCN(CC2=C1)C)C)N